C1(CC=CC1)C(=O)OC1=CN=CN1C 1-methyl-1H-imidazol-5-yl cyclopent-3-ene-1-carboxylate